2,8,8,11-Tetramethyl-2-(2-methylprop-1-en-1-yl)-5-pentyl-8a,9,10,12a-tetrahydro-4H,8H-benzo[c][1,3]dioxino[4,5-f]chromen-4-on CC1(OC(C=2C(=C3C4C(C(OC3=CC2CCCCC)(C)C)CCC(=C4)C)O1)=O)C=C(C)C